1-(2-(3-(2-cyanophenyl)azetidin-1-yl)-2-oxoethyl)-3-(2-ethynylthiazol-4-yl)urea C(#N)C1=C(C=CC=C1)C1CN(C1)C(CNC(=O)NC=1N=C(SC1)C#C)=O